ClC=1C=CC(=C(C1F)C1=C(C(NC=C1F)=O)Cl)N1N=NC(=C1)C(F)(F)F 4-(5-chloro-6-fluoro-2-(4-(trifluoromethyl)-1H-1,2,3-triazol-1-yl)phenyl)-3-chloro-5-fluoro-2-oxopyridin